NC1=C([N+](=NC2=C(C(=CC=C12)F)C1=C(N=NC(=C1)OC)OC)[O-])C(NC1CC1)=O 4-amino-3-(cyclopropylcarbamoyl)-7-fluoro-8-(3,6-dimethoxypyridazin-4-yl)cinnoline 2-oxide